C(C)(C)N1C(=NN=C1)C=1C=C2C(=NNC2=CC1)C=1C=CC(=C(C1)S(=O)(=O)N)C 5-(5-(4-isopropyl-4H-1,2,4-triazol-3-yl)-1H-indazol-3-yl)-2-methylbenzenesulfonamide